ClC1=C(C=CC=C1)[C@H]1[C@@](O1)(C1=C(C=C(C=C1)F)F)CN1N=CN=C1SCC=C |o1:7,8| rel-1-[[(2r,3s)-3-(2-chlorophenyl)-2-(2,4-difluorophenyl)-2-oxiranyl]methyl]-5-(2-propen-1-ylthio)-1H-1,2,4-triazole